sodium 5-[(1S)-1,2-dihydroxyethyl]-3-hydroxy-2,4-dioxooxolan-3-ide O[C@@H](CO)C1C([C-](C(O1)=O)O)=O.[Na+]